C(#N)C1=CC(=C(C=C1)NS(=O)(=O)C1=CN(C=C1C(=C)C1=CC=CC=C1)S(=O)(=O)C1=CC=C(C=C1)C)F N-(4-cyano-2-fluorophenyl)-1-(4-methylbenzenesulfonyl)-4-(1-phenylethenyl)pyrrole-3-sulfonamide